1,1'-(pentane-1,5-diyl)bis(1-propylpyrrolidinium) hydroxide [OH-].C(CCCC[N+]1(CCCC1)CCC)[N+]1(CCCC1)CCC.[OH-]